5-methyl-thiophene-3-carbonitrile CC1=CC(=CS1)C#N